1-(5-methyl-2-((4-morpholinophenyl)amino)pyrimidin-4-yl)-N-(1-(3-chlorophenyl)-2-hydroxyethyl)-pyrrole-3-carboxamide CC=1C(=NC(=NC1)NC1=CC=C(C=C1)N1CCOCC1)N1C=C(C=C1)C(=O)NC(CO)C1=CC(=CC=C1)Cl